4-ethoxy-6-(1-(7-(2-(ethyl(methyl)amino)ethyl)-5-(2-fluoro-5-methylpyridin-4-yl)-1-oxo-3,4-dihydroisoquinolin-2(1H)-yl)ethyl)nicotinonitrile C(C)OC1=CC(=NC=C1C#N)C(C)N1C(C2=CC(=CC(=C2CC1)C1=CC(=NC=C1C)F)CCN(C)CC)=O